7-chloro-6-methoxy-5H-isochromeno[3,4-d]thiazole ClC=1C=CC2=C(C1OC)COC=1N=CSC12